Benzyl-phenylether C(C1=CC=CC=C1)OC1=CC=CC=C1